1-cyclohexyl-2-(cyclohexylmethyl)pentane C1(CCCCC1)CC(CCC)CC1CCCCC1